C(C)N(C1CCN(CC1)C1=CC(=C(C=C1)NC1=NC=NC(=C1)N1OCC[C@@H]1C1=CC=CC=C1)OC)CC (R)-N-(4-(4-(diethylamino)piperidin-1-yl)-2-methoxyphenyl)-6-(3-phenylisoxazolidin-2-yl)pyrimidine-4-amine